ClC1=C(CNC2=C(C=C(C=C2)OC)[N+](=O)[O-])C=CC=C1 N-(2-chlorobenzyl)-4-methoxy-2-nitroaniline